cyclopenta[f]naphthalen-1-yl propionate C(CC)(=O)OC1C=CC=2C1=C1C=CC=CC1=CC2